5-(dimethylamino)thiazole-2-carbaldehyde CN(C1=CN=C(S1)C=O)C